NC1=NC2=C(N1CCC1=CC=C(C=C1)P(OCC)(OCC)=O)C=CC(=C2)C#N Diethyl (4-(2-(2-amino-5-cyano-1H-benzo[d]imidazol-1-yl)ethyl)phenyl)phosphonate